ClC1=CC=C(C=C1)COC(CN1C=NC=C1)C1=C(C=C(C=C1)Cl)Cl 1-[2-[(4-chlorophenyl)methoxy]-2-(2,4-dichlorophenyl)ethyl]-1H-imidazole